benzotriazol-1-yl-oxytripyrrolidinyl-phosphorus N1(N=NC2=C1C=CC=C2)O[P](N2CCCC2)(N2CCCC2)N2CCCC2